tert-butyl 2-((2S,3S)-5-chloro-6-fluoro-3-methyl-2-phenyl-4-(4,4,5,5-tetramethyl-1,3,2-dioxaborolan-2-yl)-2,3-dihydro benzofuran-2-yl)pyrrolidine-1-carboxylate ClC=1C(=CC2=C([C@@H]([C@](O2)(C2=CC=CC=C2)C2N(CCC2)C(=O)OC(C)(C)C)C)C1B1OC(C(O1)(C)C)(C)C)F